N,N-diisopropyl-propylamine C(C)(C)N(C(C)C)CCC